Methyl 3-(4-(2-((2-(2,6-dioxopiperidin-3-yl)-1,3-dioxoisoindolin-4-yl)amino)ethyl)piperazin-1-yl)propanoate O=C1NC(CCC1N1C(C2=CC=CC(=C2C1=O)NCCN1CCN(CC1)CCC(=O)OC)=O)=O